FC1=C(CN2CCN(CC2)C2=CC=C(C=N2)C2=C3C=CC=NC3=CC(=C2)C=2C=NN(C2)C)C=CC=C1 5-(6-(4-(2-Fluorobenzyl)piperazin-1-yl)pyridin-3-yl)-7-(1-methyl-1H-pyrazol-4-yl)quinoline